C(C)(=O)OC1O[C@]([C@H]([C@H]1CC(=O)O)OCC1=CC=CC=C1)(COCCOCCOCCO[Si](C(C)C)(C(C)C)C(C)C)COCC1=CC=CC=C1.C(C1=CC=CC=C1)OCC1=CC=CC=C1 bisbenzylether [(3R,4S,5S)-2-acetoxy-4-benzyloxy-5-(benzyloxymethyl)-5-[2-[2-(2-tri-isopropylsilyloxyethoxy)ethoxy]ethoxymethyl]tetrahydrofuran-3-yl]acetate